FC(C=1C=C(C(=O)N[C@@H](C)C2=NC=NN2C2=CC(=NC=N2)C(=O)N=S(=O)(C)C)C=C(C1)C(F)(F)F)(F)F (S)-6-(5-(1-(3,5-bis(trifluoromethyl)benzamido)ethyl)-1H-1,2,4-triazol-1-yl)-N-(dimethyl(oxo)-λ6-sulfaneylidene)pyrimidine-4-carboxamide